4-Allyl 1-benzyl L-aspartate hydrochloride Cl.N[C@@H](CC(=O)OCC=C)C(=O)OCC1=CC=CC=C1